BrC=1C=C(C=C(C1)F)[C@H](CCONC(OC(C)(C)C)=O)O tert-butyl (S)-(3-(3-bromo-5-fluorophenyl)-3-hydroxypropoxy)carbamate